COC(=O)C1=NN(C(=N1)Br)COCC[Si](C)(C)C bromo-1-[[2-(trimethylsilyl)ethoxy]methyl]-1,2,4-triazole-3-carboxylic acid methyl ester